3-((2,5-dichloropyrimidin-4-yl)oxy)-4-fluoroaniline ClC1=NC=C(C(=N1)OC=1C=C(N)C=CC1F)Cl